2-(4-iodo-2,5-dimethoxyphenyl)ethanamine IC1=CC(=C(C=C1OC)CCN)OC